ClC1=C(C=CC=C1C1=NC=CC(=C1Cl)C1=NC(=C(C=C1)CNC[C@H]1NC(CC1)=O)OC)NC1=NC=CC(=C1F)CNCCCC(=O)O (S)-4-(((2-((2-chloro-3-(3'-chloro-6-methoxy-5-((((5-oxopyrrolidin-2-yl)methyl)amino)methyl)-[2,4'-bipyridin]-2'-yl)phenyl)amino)-3-fluoropyridin-4-yl)methyl)amino)butanoic acid